BrC1=CC=C(C=N1)N1CCC2([C@@H]([C@@H](OC2)C)NS(=O)C(C)(C)C)CC1 N-((3S,4S)-8-(6-bromopyridin-3-yl)-3-methyl-2-oxa-8-azaspiro[4.5]decan-4-yl)-2-methylpropane-2-sulfinamide